1-(difluoromethoxy)-5-piperazin-1-ylsulfonylisoquinoline FC(OC1=NC=CC2=C(C=CC=C12)S(=O)(=O)N1CCNCC1)F